diphenylmethylene(3-tert-butyl-5-methyl-cyclopentadienyl)(octamethyloctahydrodibenzofluorenyl)zirconium dichloride [Cl-].[Cl-].C1(=CC=CC=C1)C(C1=CC=CC=C1)=[Zr+2](C1(C(C(C(C2(C3C(=C4C=5C=CC=CC5CC4=C21)C=CCC3)C)(C)C)(C)C)(C)C)C)C3C=C(C=C3C)C(C)(C)C